N-(3,5-dichloro-4-(2,6-dioxopiperidin-3-yl)benzyl)-2-methyl-2-(5-(trifluoromethyl)-1,3,4-oxadiazol-2-yl)propanamide ClC=1C=C(CNC(C(C)(C=2OC(=NN2)C(F)(F)F)C)=O)C=C(C1C1C(NC(CC1)=O)=O)Cl